(E)-3-((2,6-dichlorophenyl)amino)-1-(2,4,5-trichloropyridin-3-yl)but-2-en-1-one ClC1=C(C(=CC=C1)Cl)N/C(=C/C(=O)C=1C(=NC=C(C1Cl)Cl)Cl)/C